C(C)(C)(C)OC(N[C@@H](C)C1=CC=C(C=C1)CO)=O (S)-(1-(4-(hydroxymethyl)phenyl)ethyl)carbamic acid tert-butyl ester